[Mn].C(CCC)N1C(CCC1)(OC)OC 1-butyl-2,2-dimethoxypyrrolidine manganese